2,3,5-tricarboxyl-cyclopentylacetic acid C(=O)(O)C1C(C(CC1C(=O)O)C(=O)O)CC(=O)O